4-[3-(3-azaspiro[5.5]undec-9-en-9-yl)-6-quinolyl]-5-(6-methyl-2-pyridyl)-1H-imidazol-2-ol C1CNCCC12CCC(=CC2)C=2C=NC1=CC=C(C=C1C2)C=2N=C(NC2C2=NC(=CC=C2)C)O